4-((1-(cyclopropylmethyl)-1H-pyrazol-4-yl)sulfonyl)piperazine C1(CC1)CN1N=CC(=C1)S(=O)(=O)N1CCNCC1